C(C(=C)C)(=O)OCCCCCCCCCCCCCCCCCCCCCCCCC n-pentacosyl methacrylate